1-(3-Cyclohexylaminopropyl)-2,3-diisopropylguanidine C1(CCCCC1)NCCCNC(=NC(C)C)NC(C)C